NC1=C(SC2=NC(=CC=C21)C)C(=O)NC2CC=1C=CC(=CC1CC2)N2CC1CCC(C2)N1C(=O)OC(C)(C)C tert-Butyl 3-(6-(3-amino-6-methylthieno[2,3-b]pyridine-2-carboxamido)-5,6,7,8-tetrahydronaphthalen-2-yl)-3,8-diazabicyclo[3.2.1]octane-8-carboxylate